The molecule is an ultra-long-chain primary fatty alcohol that is octacosane in which a hydrogen attached to one of the terminal carbons is replaced by a hydroxy group. It has a role as a plant metabolite. It is a fatty alcohol 28:0 and an ultra-long-chain primary fatty alcohol. It derives from a hydride of an octacosane. CCCCCCCCCCCCCCCCCCCCCCCCCCCCO